6-hexylundecane-2,10-diol C(CCCCC)C(CCCC(C)O)CCCC(C)O